C(#N)C1=NC=2CCN(CC2C=C1)CC(=O)OC(C)(C)C tert-butyl 2-cyano-7,8-dihydro-1,6-naphthyridine-6(5H)-acetate